[O-2].C(C)(C)[Ti+2]C(C)C diiso-propyltitanium oxide